N[C@H](C(=O)OC)C1=CC(=CC=C1)[N+](=O)[O-] methyl (S)-2-amino-2-(3-nitrophenyl)acetate